[(3S,9aS)-3-(3-bromoisoxazol-5-yl)-3-hydroxy-1,4,6,7,9,9a-hexahydropyrazino[2,1-c][1,4]oxazin-8-yl]-(2-chloro-3-methoxy-phenyl)methanone BrC1=NOC(=C1)[C@@]1(CN2[C@H](CO1)CN(CC2)C(=O)C2=C(C(=CC=C2)OC)Cl)O